ClC=1C=C(CN2CCN(CC2)CCNC(=O)C=2NC3=CC=CC=C3C2)C=CC1Cl N-(2-(4-(3,4-dichloro-benzyl)piperazin-1-yl)ethyl)-1H-indol-2-carboxamide